(di-n-butyl) (vinyl) borate B(OCCCC)(OCCCC)OC=C